Methyl 2-((1-(3-((1r,3r)-3-hydroxycyclobutyl)-2-(isoindolin-2-yl)-6-methyl-4-oxo-3,4-dihydroquinazolin-8-yl)ethyl)amino)benzoate OC1CC(C1)N1C(=NC2=C(C=C(C=C2C1=O)C)C(C)NC1=C(C(=O)OC)C=CC=C1)N1CC2=CC=CC=C2C1